C(C)C1=CC2=C(C3=CC=CC=C3C(=C2C=C1)O)O 2-Ethyl-9,10-dihydroxyanthracene